[P].C(C1=CC=CC=C1)OCC(O)C1=NC=C(C=C1)F 2-Benzyloxy-1-(5-fluoro-2-pyridinyl)ethanol phosphorus